4-(3-hydroxyphenoxy)benzoic acid OC=1C=C(OC2=CC=C(C(=O)O)C=C2)C=CC1